2-((2,3-dihydrobenzofuran-4-yl)amino)-6-(trifluoromethyl)nicotinonitrile O1CCC2=C1C=CC=C2NC2=C(C#N)C=CC(=N2)C(F)(F)F